2-fluoro-5-(2-fluorophenyl)benzoic acid FC1=C(C(=O)O)C=C(C=C1)C1=C(C=CC=C1)F